BrC1=NN2C(S1)=NC(=C2)C2=CC(=NC=C2)OC 2-bromo-6-(2-methoxypyridin-4-yl)imidazo[2,1-b][1,3,4]thiadiazole